CN1N=CC(=C1)C1=CC=C2C(=NC=NC2=C1)C=1C(=NN(C1)C)C=1C=NC=CC1 7-(1-methyl-1H-pyrazol-4-yl)-4-(1-methyl-3-(pyridin-3-yl)-1H-pyrazol-4-yl)quinazoline